ClC1=C(C=CC(=C1)N(C)CC=1SC(=CC1)Cl)NC(CC1=CC=CC=C1)=O N-{2-Chloro-4-[(5-chloro-thiophen-2-ylmethyl)-(methyl)amino]-phenyl}-2-phenylacetamide